1,3-bis(2-methoxypropyl)imidazolium hydroxide [OH-].COC(CN1C=[N+](C=C1)CC(C)OC)C